CC12C(=C(C(C=C1)(O2)C)C(F)(F)F)C(=O)OCC Ethyl 1,4-dimethyl-3-(trifluoromethyl)-7-oxabicyclo[2.2.1]hepta-2,5-diene-2-carboxylate